(R or S)-2-chloro-N-(2,2-difluoroethyl)-4-(4-(1-(3,3,3-trifluoro-2-hydroxy-2-phenylpropanoyl)piperidin-4-yl)butoxy)benzamide ClC1=C(C(=O)NCC(F)F)C=CC(=C1)OCCCCC1CCN(CC1)C([C@@](C(F)(F)F)(C1=CC=CC=C1)O)=O |o1:26|